ClC1=C(C(=CC=C1C1CC1)Cl)[C@@H](C)N1N=NC=2C=NC(=CC21)C2=CSC=C2 (R)-1-(1-(2,6-dichloro-3-cyclopropylphenyl)ethyl)-6-(thiophen-3-yl)-1H-[1,2,3]triazolo[4,5-c]pyridine